2,2-difluoro-2-(3-fluorophenyl)-1-phenylethyl ((S)-1-(((S)-4-(ethylamino)-3,4-dioxo-1-((S)-2-oxopyrrolidin-3-yl)butan-2-yl)amino)-1-oxohexan-2-yl)carbamate C(C)NC(C([C@H](C[C@H]1C(NCC1)=O)NC([C@H](CCCC)NC(OC(C(C1=CC(=CC=C1)F)(F)F)C1=CC=CC=C1)=O)=O)=O)=O